CC1=NOC2=C1C=CC(=C2)C#N 3-methyl-1,2-benzoxazole-6-carbonitrile